C(C)(C)C1=C(C(=NC=C1[N+](=O)[O-])N)N isopropyl-5-nitropyridine-2,3-diamine